ClC=1C(=C(C(N(C1)C(CC1=CC=CC=C1)N1C=NC2=C1C=CC(=C2)C(=O)O)=O)F)C2=C(C=CC(=C2)Cl)N2N=NN=C2 1-(5-chloro-4-(5-chloro-2-(1H-tetrazol-1-yl)phenyl)-3-fluoro-2-oxopyridin-1(2H)-yl)-2-phenylethyl-1H-benzo[d]imidazole-5-carboxylic acid